CN(C(=O)C1=CC=C(C=C1)C=1C=C(C=NC1)C1=C2C(=NC=C1)N(C(=C2)C(=O)NC)C)C 4-(5-(4-(dimethylcarbamoyl)phenyl)pyridin-3-yl)-N,1-dimethyl-1H-pyrrolo[2,3-b]pyridine-2-carboxamide